NC=1C(=NC(=C(N1)F)C1=CC=C(C=C1)N1CCN(CC1)CCC1CC1)C=1C=C2C=CNC(C2=CC1F)=O 6-(3-amino-6-(4-(4-(2-cyclopropylethyl)piperazin-1-yl)phenyl)-5-fluoropyrazin-2-yl)-7-fluoroisoquinolin-1(2H)-one